2-chloro-4,6-bis(pyridin-4-yl)-1,3,5-triazine ClC1=NC(=NC(=N1)C1=CC=NC=C1)C1=CC=NC=C1